ethyl 4-cyclopropyl-2-[3-(1-ethyl-3,5-dimethyl-pyrazol-4-yl)pyrazolo[1,5-a]pyridin-5-yl]thiazole-5-carboxylate C1(CC1)C=1N=C(SC1C(=O)OCC)C1=CC=2N(C=C1)N=CC2C=2C(=NN(C2C)CC)C